ClC1=C(C=C(C=C1)NC(=O)N1C2CCC1CC=1N=CN=CC12)C(F)(F)F (±)-N-(4-chloro-3-(trifluoromethyl)phenyl)-6,7,8,9-tetrahydro-5H-5,8-epimino-cyclohepta[d]pyrimidine-10-carboxamide